((2'S,6'R)-6'-hydroxy-2',4',6'-trimethyl-3',7'-dioxo-2',3',6',7'-tetrahydrospiro[cyclopropane-1,5'-inden]-2'-yl)methyl 4-nitrobenzoate [N+](=O)([O-])C1=CC=C(C(=O)OC[C@@]2(C=C3C([C@](C4(C(=C3C2=O)C)CC4)(C)O)=O)C)C=C1